N-(1-(4-(N-tert-butylsulfamoyl)-2-methylphenylamino)-1-oxo-3-phenylpropan-2-yl)-4-fluorobenzamide C(C)(C)(C)NS(=O)(=O)C1=CC(=C(C=C1)NC(C(CC1=CC=CC=C1)NC(C1=CC=C(C=C1)F)=O)=O)C